NC1=NC(=C(C=2N1C(N(N2)C[C@@H]2N(CCOC2)CC2=CC=CC=C2)=O)Br)C2=CC=CC=C2 (S)-5-amino-2-((4-benzylmorpholin-3-yl)methyl)-8-bromo-7-phenyl-[1,2,4]triazolo[4,3-C]pyrimidin-3(2H)-one